1-(2-{[1-(2,2-difluoroethyl)-1H-pyrazol-4-yl]sulfonyl}-2H,4H,5H,6H-pyrrolo[3,4-c]pyrazole-5-carbonyl)-1,2,3,4-tetrahydroisoquinolin-3-one FC(CN1N=CC(=C1)S(=O)(=O)N1N=C2C(=C1)CN(C2)C(=O)C2NC(CC1=CC=CC=C21)=O)F